COC(=O)CCC=1OC(=CC(C1)=O)C(=O)OC 2,6-dimethoxycarbonylethyl-4-pyrone